2-Amino-7-fluoro-4-(5-fluoro-3-((S)-2-methyl-1,4-diazepan-1-yl)-7,9-dihydrofuro[3,4-f]quinazolin-6-yl)thieno[3,2-c]pyridine-3-carbonitrile NC1=C(C=2C(=NC=C(C2S1)F)C=1C2=C(C=3C=NC(=NC3C1F)N1[C@H](CNCCC1)C)COC2)C#N